ClC1=C(C=C(C=C1)C#N)C=1C=C2C(=NN(C2=CC1)C(C1=CC=CC=C1)(C1=CC=CC=C1)C1=CC=CC=C1)NC(=O)[C@H]1CN(CCC1)C(=O)OC(C)(C)C tert-Butyl (3R)-3-{[5-(2-chloro-5-cyanophenyl)-1-trityl-1H-indazol-3-yl]carbamoyl}piperidine-1-carboxylate